3-[3-Methyl-2-oxo-5-(4-piperidylmethyl)benzimidazol-1-yl]piperidine CN1C(N(C2=C1C=C(C=C2)CC2CCNCC2)C2CNCCC2)=O